methyl 4-((N-(2-chlorobenzo[d]thiazol-6-yl)sulfamoyl)amino)-3-methoxybenzoate ClC=1SC2=C(N1)C=CC(=C2)NS(=O)(=O)NC2=C(C=C(C(=O)OC)C=C2)OC